BrC1=C(C=C2C(=NC(=NC2=C1F)OC[C@H]1N(CCC1)C)N1CCN(CC1)C(=O)OC(C)(C)C)C1CC1 tert-butyl (S)-4-(7-bromo-6-cyclopropyl-8-fluoro-2-((1-methylpyrrolidin-2-yl)methoxy)quinazolin-4-yl)piperazine-1-carboxylate